C1(=CC=CC=C1)[C@@H](CC)N1CCC1 1-[(1R)-1-phenylpropyl]azetidin